trimethyl-benzyl-ammonium hydroxide [OH-].C[N+](CC1=CC=CC=C1)(C)C